2-chloro-6-[2-(furan-3-yl)ethynyl]pyridine ClC1=NC(=CC=C1)C#CC1=COC=C1